CN1CC(C(CC1)C=1SC2=C(N1)C=C(C=C2)[C@@H]2N(C[C@H](CC2)C)C(C(=O)N)=O)C 2-((2R,5S)-2-(2-(1,3-dimethylpiperidin-4-yl)benzo[d]thiazol-5-yl)-5-methylpiperidin-1-yl)-2-oxoacetamide